3-(8-methoxy-4,4-dimethyl-1-oxo-2,3-dihydroisoquinolin-6-yl)-2-methyl-6-(1-methylpyrazol-4-yl)indazole-4-carbonitrile COC=1C=C(C=C2C(CNC(C12)=O)(C)C)C=1N(N=C2C=C(C=C(C12)C#N)C=1C=NN(C1)C)C